2-(4-(2-(4-chloro-2-methoxyphenyl)-2-methylbenzo[d][1,3]dioxol-4-yl)-2,6-difluorobenzyl)-1-(2-methoxyethyl)-1H-benzo[d]imidazole-6-carboxylic acid ClC1=CC(=C(C=C1)C1(OC2=C(O1)C=CC=C2C2=CC(=C(CC1=NC3=C(N1CCOC)C=C(C=C3)C(=O)O)C(=C2)F)F)C)OC